Tert-butyl ((S)-1-((2S,4R)-4-hydroxy-2-(((S)-1-(4-(1-methyl-1H-pyrazol-5-yl)phenyl)ethyl)carbamoyl)pyrrolidin-1-yl)-3,3-dimethyl-1-oxobutan-2-yl)carbamate O[C@@H]1C[C@H](N(C1)C([C@H](C(C)(C)C)NC(OC(C)(C)C)=O)=O)C(N[C@@H](C)C1=CC=C(C=C1)C1=CC=NN1C)=O